nonoyl chloride C(CCCCCCCC)(=O)Cl